O.S(=O)(=O)([O-])[O-].[Co+2] cobalt sulfate, monohydrate